C(#N)C1=C(C=C(C=C1)C1=CN=C(S1)NC(=O)N1C[C@H](O[C@H](C1)C)C)OC(C)C (2R,6S)-N-[5-(4-cyano-3-propan-2-yloxyphenyl)-1,3-thiazol-2-yl]-2,6-dimethylmorpholine-4-carboxamide